N(CCCC(=O)OC(CCCCCCC)CCCCCCC)CCCC(=O)OC(CCCCCCC)CCCCCCC Di(pentadec-8-yl) 4,4'-azanediyldibutyrate